BrC=1C=C2C(=CC=C(N2C1)C=1C=NC=CC1SC1CCC1)C#N 1-((3-(2-Bromo-8-cyanoindolizin-5-yl)pyridin-4-yl)thio)cyclobutan